N-(5,6-dimethyl-3-pyridyl)-2-[(2R,5S)-2-[4-(methanesulfonamido)phenyl]-5-methyl-1-piperidyl]-2-oxo-acetamide CC=1C=C(C=NC1C)NC(C(=O)N1[C@H](CC[C@@H](C1)C)C1=CC=C(C=C1)NS(=O)(=O)C)=O